C(C)(C)(C)OC(=O)N1C(=C(C2=CC(=CC=C12)C=1CCN(CC1)C(=O)OC(C)(C)C)C(C)C)C1=CC(=C(C=C1)OC)OC 5-(1-(tert-Butoxycarbonyl)-1,2,3,6-tetrahydropyridin-4-yl)-2-(3,4-dimethoxyphenyl)-3-isopropyl-1H-indole-1-carboxylic acid tert-butyl ester